ClC1=C(C=CC=C1)O Ortho-ChloroPhenol